(2S,5'R)-7-chloro-3',4-dimethoxy-5'-methyl-6-[5-[(1R)-1-tetrahydropyran-2-yloxyethyl]-1,3,4-oxadiazol-2-yl]spiro[benzofuran-2,4'-cyclohex-2-ene]-1',3-dione ClC1=C(C=C(C=2C([C@]3(C(=CC(C[C@H]3C)=O)OC)OC21)=O)OC)C=2OC(=NN2)[C@@H](C)OC2OCCCC2